S1C(=NC=C1)C=1N=NN(C1)[C@@H]1[C@H]([C@@H](SC2=CC(=C(C(=C2)Cl)Cl)Cl)O[C@@H]([C@@H]1O)CO)O 3,4,5-trichlorophenyl 3-deoxy-3-[4-(2-thiazolyl)-1H-1,2,3-triazol-1-yl]-1-thio-alpha-D-galactopyranoside